((4-(((3s,5s,7s)-adamantan-1-yl)amino)-2-chloropyrimidin-5-yl)methyl)(2,6-dimethylphenyl)carbamic chloride C12(CC3CC(CC(C1)C3)C2)NC2=NC(=NC=C2CN(C(=O)Cl)C2=C(C=CC=C2C)C)Cl